4-allyloxy-3,6-dichloropyridazine C(C=C)OC1=C(N=NC(=C1)Cl)Cl